ClC1=CC(=C(C(=O)C2CC(N(CC2)C(=O)OC(C)(C)C)C)C=C1Cl)O tert-butyl 4-(4,5-dichloro-2-hydroxybenzoyl)-2-methylpiperidine-1-carboxylate